3-(6-((5-methylthiazol-2-yl)amino)-4-(morpholinomethyl)pyridin-2-yl)phenylalanyl-amide CC1=CN=C(S1)NC1=CC(=CC(=N1)C=1C=C(C[C@H](N)C(=O)[NH-])C=CC1)CN1CCOCC1